SC1=CC(=C(OCC(=O)OCC)C=C1)C ethyl (4-mercapto-2-methylphenoxy)acetate